FC=1C=C2C(NC(N(C2=CC1)C(C)C)=O)=O 6-fluoro-1-isopropylquinazoline-2,4(1H,3H)-dione